ClC1=C(OC2=NN(C=C2)C)C=CC(=C1Cl)B1OC(C(O1)(C)C)(C)C 3-(2,3-dichloro-4-(4,4,5,5-tetramethyl-1,3,2-dioxaborolan-2-yl)phenoxy)-1-methyl-1H-pyrazole